(4-(2-(3-(trifluoromethyl)-1H-1,2,4-triazol-5-yl)imidazo[1,2-a]pyrimidin-3-yl)-1H-imidazol-1-yl)methyl 4-((di-tert-butoxyphosphoryl)oxy)butanoate C(C)(C)(C)OP(=O)(OC(C)(C)C)OCCCC(=O)OCN1C=NC(=C1)C1=C(N=C2N1C=CC=N2)C2=NC(=NN2)C(F)(F)F